C(C)OC(=O)[C@]12[C@H](NCCC1)CCC2 (4AS,7aR)-octahydro-4aH-cyclopenta[b]pyridine-4a-carboxylic acid ethyl ester